FC1=CC=C(C=C1)CC1=C(NC(C)C2=NC(=CC=C2)C(C)NC2=C(C=CC=C2CC)CC)C(=CC(=C1)CC1=CC=C(C=C1)F)F 2-(1-(2,4-bis(4-fluorophenyl)methyl-6-fluoroanilino)ethyl)-6-(1-(2,6-diethyl-anilino)ethyl)pyridine